1-[4-[(E)-[(2Z)-2-(2-isopropylphenyl)imino-4-oxo-thiazolidin-3-yl]iminomethyl]phenyl]-3-methyl-N-[4-(trifluoromethoxy)phenyl]pyrazole-4-carboxamidine C(C)(C)C1=C(C=CC=C1)\N=C\1/SCC(N1\N=C\C1=CC=C(C=C1)N1N=C(C(=C1)C(=N)NC1=CC=C(C=C1)OC(F)(F)F)C)=O